2-amino-3-cyano-4-(5-bromo-2-thienyl)-6-methyl-4H-pyran-5-carboxylic acid methyl ester COC(=O)C=1C(C(=C(OC1C)N)C#N)C=1SC(=CC1)Br